C(C)(=O)OCN1C(N(C=C(C1=O)Br)C(C1=CC=CC=C1)C1=CC=CC=C1)=O (3-benzhydryl-5-bromo-2,6-dioxo-3,6-dihydro-2H-pyrimidin-1-yl)-methyl acetate